2-methyl-5-(3-(trifluoromethoxy)phenyl)-N-(3-(chloromethyl)-1,2,4-thiadiazol-5-yl)furan-3-carboxamide CC=1OC(=CC1C(=O)NC1=NC(=NS1)CCl)C1=CC(=CC=C1)OC(F)(F)F